2-benzylideneimidazo[1,2-a]pyridin-3(2H)-one C(C1=CC=CC=C1)=C1N=C2N(C=CC=C2)C1=O